Tert-butyl azetidine-1-carboxylate N1(CCC1)C(=O)OC(C)(C)C